FC(C1(CC1)COC1CCC2(CN(C2)C(=O)N2CC3(C2)NC(NC3)=O)CC1)(F)F 2-[7-[[1-(trifluoromethyl)cyclopropyl]methoxy]-2-azaspiro[3.5]nonane-2-carbonyl]-2,5,7-triazaspiro[3.4]octan-6-one